C1(CC2C(CC1)O2)COC(=O)C2CC1C(CC2)O1 3,4-epoxycyclohexylmethyl-3,4-epoxycyclohexane-carboxylate